methyl 2-(3-(1-(3-bromobenzyl) piperidin-3-yl) phenoxy)-2-methylpropionate BrC=1C=C(CN2CC(CCC2)C=2C=C(OC(C(=O)OC)(C)C)C=CC2)C=CC1